BrCCOC=1C=C(C=CC1)C[C@H](C(=O)OC(C)(C)C)[C@@H]1CN(CC1)C(=O)OC(C)(C)C tert-butyl (R)-3-((S)-3-(3-(2-bromoethoxy)phenyl)-1-(tert-butoxy)-1-oxopropan-2-yl)pyrrolidine-1-carboxylate